N(CC(=O)O)(CC(=O)O)CC(=O)O.[Fe+3] iron (iii) nitrilotriacetic acid